5-Fluoro-2-(2-(2-hydroxy-prop-2-yl)pyrimidin-4-yl)isonicotinic acid FC1=CN=C(C=C1C(=O)O)C1=NC(=NC=C1)C(C)(C)O